(2R,4R,6R)-6-Aminospiro[3.3]heptane-2-carboxylic acid methyl ester hydrochloride Cl.COC(=O)C1CC2(C1)CC(C2)N